ClC1=CC=CC2=C1NCC1C(C(N2C)=O)N(C(C1)=O)C1=NC(=CC(=C1)C(F)(F)F)C 6-chloro-10-methyl-1-(6-methyl-4-(trifluoromethyl)pyridin-2-yl)-1,3a,4,5,10,11a-hexahydro-2H-benzo[b]pyrrolo[2,3-f][1,4]diazocine-2,11(3H)-dione